O=C1NC(CCC1N1C(C2=CC=C(C=C2C1=O)N1CCN(CC1)CC1=CC=C(C=N1)C1=CC=C(C=C1)N(C(C)=O)C1CCC(CC1)NC1=NC2=CC=CC=C2C=N1)=O)=O N-(4-(6-((4-(2-(2,6-dioxopiperidin-3-yl)-1,3-dioxoisoindolin-5-yl)piperazin-1-yl)methyl)pyridin-3-yl)phenyl)-N-((1r,4r)-4-(quinazolin-2-ylamino)cyclohexyl)acetamide